FC(C1=CC(=C(C=N1)N)C=C)(F)F 6-(trifluoromethyl)-4-vinylpyridin-3-amine